1-nitro-4-(prop-1-en-2-yl)benzene [N+](=O)([O-])C1=CC=C(C=C1)C(=C)C